5-((1H-imidazol-1-yl)methyl)-2-bromopyridine N1(C=NC=C1)CC=1C=CC(=NC1)Br